1,1,1,3,3,3-Hexafluoropropan-2-yl 2-(2-(piperidin-1-yl)-6-(trifluoromethyl)benzyl)-2,7-diazaspiro[3.5]nonane-7-carboxylate N1(CCCCC1)C1=C(CN2CC3(C2)CCN(CC3)C(=O)OC(C(F)(F)F)C(F)(F)F)C(=CC=C1)C(F)(F)F